C(C)(C)(C)OC(=O)N(C1CC1)CC1=C(C(=O)O)C=CC=C1 (((tert-butoxycarbonyl)(cyclopropyl)amino)methyl)benzoic acid